CCCCCCCCCCCCCCC(=O)O[C@H](COC(=O)CCC/C=C\C/C=C\C/C=C\C/C=C\C/C=C\CC)COP(=O)([O-])OCC[N+](C)(C)C 1-(5Z,8Z,11Z,14Z,17Z-eicosapentaenoyl)-2-pentadecanoyl-glycero-3-phosphocholine